FC(CCN1N=NC(=C1)C(=O)NCC=1C=NC(=CC1)C)CN1N=NC(=C1)NC(CC1=CC(=CC=C1)OC(F)(F)F)=O 1-[3-fluoro-4-(4-{2-[3-(trifluoromethoxy)phenyl]acetamido}-1H-1,2,3-triazol-1-yl)butyl]-N-[(6-methylpyridin-3-yl)methyl]-1H-1,2,3-triazole-4-carboxamide